N-(3-(5-(2-(tert-butyl)pyrimidin-5-yl)-1H-pyrazolo[3,4-b]pyridine-3-carbonyl)-2,6-difluorophenyl)propane-1-sulfonamide C(C)(C)(C)C1=NC=C(C=N1)C=1C=C2C(=NC1)NN=C2C(=O)C=2C(=C(C(=CC2)F)NS(=O)(=O)CCC)F